CC=1C=CC=2C3=C(NC2C1)N=CC=N3 7-methyl-5H-pyrazino[2,3-b]indole